NC1=NC=CC(=C1)C[C@@H]1[C@H](N(C1=O)C(=O)N[C@H](CC)C1=C(C=CC(=C1)C)C)C(=O)N(C)C1=NN(C=C1)C (2S,3R)-3-((2-aminopyridin-4-yl)methyl)-N2-(1-methyl-1H-pyrazol-3-yl)-N1-((R)-1-(2,5-dimethylphenyl)propyl)-N2-methyl-4-oxoazetidine-1,2-dicarboxamide